(2R)-1-[(3R)-3-[(R)-amino(4,5-dichloro-2-hydroxyphenyl)methyl]pyrrolidin-1-yl]-2,3-dihydroxypropan-1-one N[C@H]([C@H]1CN(CC1)C([C@@H](CO)O)=O)C1=C(C=C(C(=C1)Cl)Cl)O